NC[C@@H](C(=O)O)C1=CC=CC2=CC=CC=C12 (S)-3-amino-2-(naphthalen-1-yl)propionic acid